C(C)(=O)NC=1C=C(C=CC1C(NC=1SC(=C(N1)C)[N+](=O)[O-])=O)NCCOCCOCCOCCOCCOCCC(=O)OC(C)(C)C tert-butyl 1-((3-acetamido-4-((4-methyl-5-nitrothiazol-2-yl) carbamoyl) phenyl) amino)-3,6,9,12,15-pentaoxaoctadecan-18-oate